1-(dimethylcarbamoyl)piperidine-3-carboxylic acid CN(C(=O)N1CC(CCC1)C(=O)O)C